N,N-bis(2,4-dimethoxybenzyl)-2-methoxy-5-(2-oxopyrrolidin-1-yl)benzenesulfonamide COC1=C(CN(S(=O)(=O)C2=C(C=CC(=C2)N2C(CCC2)=O)OC)CC2=C(C=C(C=C2)OC)OC)C=CC(=C1)OC